1,3,2-dioxathiolane-2-oxide O1S(OCC1)=O